Pyridylacetamide N1=C(C=CC=C1)CC(=O)N